racemic-methyl 4-((7S*,8S*)-8-hydroxy-1-oxaspiro[4.5]decan-7-yl)benzoate O[C@@H]1[C@@H](C[C@@]2(CCCO2)CC1)C1=CC=C(C(=O)OC)C=C1 |o1:1,2,&1:4|